C1(C=CC(C=C1)=N)=N cyclohexa-2,5-diene-1,4-di-imine